1,3-bis(1-(2-(2-methoxyethoxy)ethoxy)prop-1-en-2-yl)benzene COCCOCCOC=C(C)C1=CC(=CC=C1)C(=COCCOCCOC)C